N(=[N+]=[N-])C=1C=CC(=C(C(=O)NC2=CC=C(C=C2)C2=NN(C(=C2)NC(C2=CC(=CC=C2)OCC#C)=O)C)C1)Cl 5-Azido-2-chloro-N-(4-(1-methyl-5-(3-(prop-2-yn-1-yloxy)benzamido)-1H-pyrazol-3-yl)phenyl)benzamide